C(C#CC)N1C=CC=2C1=NC(=CC2CN2CCCC2)C=2C=C1CN(C(C1=CC2)=O)C2C(NC(CC2)=O)=O 3-(5-(1-(but-2-yn-1-yl)-4-(pyrrolidin-1-ylmethyl)-1H-pyrrolo[2,3-b]pyridin-6-yl)-1-oxoisoindolin-2-yl)piperidine-2,6-dione